Tetraethynylporphyrin C(#C)C1=C2C=CC(C(=C3C=CC(=C(C=4C=CC(=C(C5=CC=C1N5)C#C)N4)C#C)N3)C#C)=N2